FC1=C(C=C(C=C1)C(C)C)C1=CC(=CN=N1)NC1=CC=NC2=CC(=CC=C12)OCCN1CCN(CC1)C N-{6-[2-fluoro-5-(propan-2-yl)phenyl]pyridazin-4-yl}-7-[2-(4-methylpiperazin-1-yl)-ethoxy]quinolin-4-amine